N-tert-butyl-7-methoxy-N-methyl-8-(5-methylpyridin-3-yl)-1-(thiophen-3-yl)-1,4-dihydrochromeno[4,3-c]pyrazole-3-carboxamide C(C)(C)(C)N(C(=O)C=1C2=C(N(N1)C1=CSC=C1)C=1C=C(C(=CC1OC2)OC)C=2C=NC=C(C2)C)C